8-Oxa-2-aza-spiro[4.5]decane-2-carboxylic acid [7-(3-fluoro-5-methanesulfonylamino-phenyl)-4-methoxy-thiazolo[4,5-c]pyridin-2-yl]-amide FC=1C=C(C=C(C1)NS(=O)(=O)C)C=1C2=C(C(=NC1)OC)N=C(S2)NC(=O)N2CC1(CC2)CCOCC1